C(C)(C)(C)N1C=C(C=2C1=NC(=CC2)C(=O)N2C(CN(CC2)C2=CC=C(C=N2)P(OCC)(O)=O)(C)C)C2=CC(=C(C=C2)Cl)F ethyl hydrogen (6-(4-(1-(tert-butyl)-3-(4-chloro-3-fluorophenyl)-1H-pyrrolo[2,3-b]pyridine-6-carbonyl)-3,3-dimethylpiperazin-1-yl)pyridin-3-yl)phosphonate